(S)-8-((3S,5R)-4-propenoyl-3,5-dimethylpiperazin-1-yl)-11-(4-chlorothien-2-yl)-3-methoxy-10-(trifluoromethyl)-3,4-dihydro-2H,6H-[1,4]thiazepino[2,3,4-ij]quinazolin-6-one C(C=C)(=O)N1[C@H](CN(C[C@H]1C)C1=NC(N2C3=C(C(=C(C=C13)C(F)(F)F)C=1SC=C(C1)Cl)SC[C@H](C2)OC)=O)C